tert-butyl (2S,4R)-4-(2,3-dichloro-6-methoxyphenyl)-2-[1-hydroxy-2-(triphenylmethoxy)ethyl]pyrrolidine-1-carboxylate ClC1=C(C(=CC=C1Cl)OC)[C@H]1C[C@H](N(C1)C(=O)OC(C)(C)C)C(COC(C1=CC=CC=C1)(C1=CC=CC=C1)C1=CC=CC=C1)O